(1R,2R)-2-(methyl(5-(2-((1-(methylsulfonyl)piperidin-4-yl)amino)-5-(trifluoromethyl)pyrimidin-4-yl)thiazol-2-yl)amino)cyclopentan-1-ol CN([C@H]1[C@@H](CCC1)O)C=1SC(=CN1)C1=NC(=NC=C1C(F)(F)F)NC1CCN(CC1)S(=O)(=O)C